[Pd+2].C(C)(C)(C)[Si](O[C@@H]([C@H](CC=O)OC1CCCC1)C1=CC(=C(C(=C1)OC)C)OC)(C)C (3S,4R)-4-[tert-butyl-(dimethyl)silyl]oxy-3-(cyclopentyloxy)-4-(3,5-dimethoxy-4-methyl-phenyl)butanal palladium(II)